CN1C(N(C2=C1C=C(C=C2)C2CCN(CC2)CC(=O)OC(C)(C)C)C2C(N(C(CC2)=O)C)=O)=O tert-butyl 2-[4-[3-methyl-1-(1-methyl-2,6-dioxo-3-piperidyl)-2-oxo-benzimidazol-5-yl]-1-piperidyl]acetate